NC1=CCCC2=NC3=CC=CC=C3C=C12 amino-3,4-dihydro-acridine